CC1(OB(OC1(C)C)C=1C=CC(=C2C=CN(C12)C(=O)OC(C)(C)C)C(F)(F)F)C tert-butyl 7-(4,4,5,5-tetramethyl-1,3,2-dioxaborolan-2-yl)-4-(trifluoromethyl)-1H-indole-1-carboxylate